Cl.CC1(CNC1)C(=O)O 3-methylazetidine-3-carboxylic acid hydrochloride